1-chloro-4-vinylbenzene ClC1=CC=C(C=C1)C=C